1,4-bis(hydroxymethyl)phenol OCC1(CC=C(C=C1)CO)O